C(C)(C)C1(CC=C(CC1)C)SCCCCCCCC (1-isopropyl-4-methylcyclohex-3-en-1-yl)(octyl)sulfane